tert-butyl 4-(6-methoxycarbonyl-3-pyridyl)piperazine-1-carboxylate COC(=O)C1=CC=C(C=N1)N1CCN(CC1)C(=O)OC(C)(C)C